tertbutyl (1-(aminomethyl)cyclopropyl)carbamate NCC1(CC1)NC(OC(C)(C)C)=O